5-(1-(2,2-difluoroethyl)-2-methyl-1H-benzo[d]imidazol-6-yl)-N-((3S,4R)-3-fluoro-1-(oxetan-3-yl-3-d)piperidin-4-yl)-4-methoxypyrrolo[2,1-f][1,2,4]triazin-2-amine FC(CN1C(=NC2=C1C=C(C=C2)C=2C=CN1N=C(N=C(C12)OC)N[C@H]1[C@H](CN(CC1)C1(COC1)[2H])F)C)F